COC=1C=C2C(=CC=NC2=CC1OC1CCN(CC1)C(C)=O)OC1=CC=C(N)C=C1 4-((6-methoxy-7-((1-acetylpiperidin-4-yl)oxy)quinolin-4-yl)oxy)aniline